OC1=C(C(=O)OC(CC2=CC=CC=C2)(C)C)C=CC=C1 2-methyl-1-phenylpropan-2-yl 2-hydroxybenzoate